FC1=C(C=C(C(=C1)OC1=CC2=C(N(N=N2)C)C=C1)F)NC=1C2=C(N=CN1)C=NC(=C2)N2C(/C(/C(C2)C)=C/CN(C)C)=O (E)-1-(4-((2,5-difluoro-4-((1-methyl-1H-benzo[d][1,2,3]triazol-5-yl)oxy)phenyl)amino)pyrido[3,4-d]pyrimidin-6-yl)-3-(2-(dimethylamino)ethylidene)-4-methylpyrrolidin-2-one